N1C=NC=C1C1=CC=CC=2[C@@H](CCOC21)CN 1-[(4R)-8-(1H-imidazol-5-yl)-3,4-dihydro-2H-1-benzopyran-4-yl]methanamine